2-[4-(4-fluoro-2-methylsulfonyl-phenyl)-piperazin-1-yl]-7-methyl-pyrrolo[2,3-d]pyrimidin-4-one FC1=CC(=C(C=C1)N1CCN(CC1)C=1NC(C2=C(N1)N(C=C2)C)=O)S(=O)(=O)C